5-methyl-N4-benzoylcytosine CC=1C(=NC(NC1)=O)NC(C1=CC=CC=C1)=O